FC1=CC=CC2=C1N=C(S2)[C@H]2N(CCC1=C2N=CN1)C(=O)C1=CC(=NN1C)C(F)(F)F (S)-(4-(4-fluorobenzo[d]thiazol-2-yl)-6,7-dihydro-1H-imidazo[4,5-c]pyridin-5(4H)-yl)(1-methyl-3-(trifluoromethyl)-1H-pyrazol-5-yl)methanone